C(C)(C)(C)C1=CC(=NN1C)N1C(C(=C(C1=O)C)Cl)O 1-(5-tert-butyl-1-methylpyrazol-3-yl)-3-chloro-2-hydroxy-4-methyl-2H-pyrrol-5-one